C(C)(C)(C)OC(=O)N[C@@H](C(=O)OCC)C1=CC(=CC=C1)OC(F)(F)F ethyl (R)-2-((tert-butoxycarbonyl)amino)-2-(3-(trifluoromethoxy) phenyl)acetate